5-amino-N3-(5-(2-(4-chlorophenyl)acetamido)-2-methylpyridin-3-yl)-1-isopropyl-1H-pyrazole-3,4-dicarboxylic acid amide NC1=C(C(=NN1C(C)C)C(=O)NC=1C(=NC=C(C1)NC(CC1=CC=C(C=C1)Cl)=O)C)C(=O)O